C(C)OC=C(C(=O)O)C#N ETHOXYMETHYLENECYANOACETIC ACID